(6-bromo-4-fluorobenzo[d]thiazol-2-yl)(4-((5-cyclopropyl-3-(2,6-dichlorophenyl)isoxazol-4-yl)methoxy)bicyclo[2.2.2]octan-1-yl)methanol BrC1=CC2=C(N=C(S2)C(O)C23CCC(CC2)(CC3)OCC=3C(=NOC3C3CC3)C3=C(C=CC=C3Cl)Cl)C(=C1)F